BrC(=O)OC(CCC)C 1-methylbutyl bromoformate